C(C)C=1C=NC(=NC1)N1C[C@@H](CC1)COC1=C(C=C(C=C1)C1=CC2=C(S(CO2)=O)C=C1)F 6-(4-(((R)-1-(5-ethylpyrimidin-2-yl)pyrrolidin-3-yl)methoxy)-3-fluorophenyl)-2H-benzo[d][1,3]oxathiole 3-oxide